4-(((6-chloropyridin-3-yl)methyl)(4-fluorophenyl)amino)furan-2(5H)-one ClC1=CC=C(C=N1)CN(C1=CC(OC1)=O)C1=CC=C(C=C1)F